4-chloro-5-[[2-(3-chloro-2-pyridyl)-5-(trifluoromethyl)pyrazole-3-carbonyl]amino]-2-methyl-indazole-6-carboxamide ClC=1C2=CN(N=C2C=C(C1NC(=O)C=1N(N=C(C1)C(F)(F)F)C1=NC=CC=C1Cl)C(=O)N)C